C(=O)(OC(C)(C)C)NC#CCCC N-Boc-aminopentanyne